[OH-].C(CCCCC)C(CCCCCCCCCCCCCP)(CCCCCC)CCCCCC trihexyltetradecylphosphine hydroxide